C1=CC(=CC=2C3=CC=CC=C3NC12)C#N 9H-carbazole-3-carbonitrile